CC1(C(C(=C[C@@]2(CCN(C2)C(=O)[C@@H]2CC[C@H](CC2)C(F)(F)F)C1)C#N)=O)C (5S)-9,9-dimethyl-8-oxo-2-[trans-4-(trifluoromethyl)cyclohexane-1-carbonyl]-2-azaspiro[4.5]dec-6-ene-7-carbonitrile